N-(5-(6-ethoxypyrazin-2-yl)pyridin-2-yl)-4-oxocyclohexanecarboxamide C(C)OC1=CN=CC(=N1)C=1C=CC(=NC1)NC(=O)C1CCC(CC1)=O